C(C)[C@@H]1N(C[C@H](N(C1)C(C)C1=C(C=C(C=C1)C(F)(F)F)F)CC)C=1C=2N(N(C(C1)=O)C)C=C(N2)CC#N 2-(8-((2S,5R)-2,5-diethyl-4-(1-(2-fluoro-4-(trifluoromethyl)phenyl)ethyl)piperazin-1-yl)-5-methyl-6-oxo-5,6-dihydroimidazo[1,2-b]pyridazin-2-yl)acetonitrile